C1(CC1)C#CC#CC1=CC=C(CNC(=O)[C@H]2C[C@H](CN2CCOC)NC(=O)[C@H]2N(C[C@H](C2)F)C(=O)OC(C)(C)C)C=C1 tert-Butyl (2S,4S)-2-(((3R,5R)-5-((4-(cyclopropylbuta-1,3-diyn-1-yl)benzyl)carbamoyl)-1-(2-methoxyethyl)pyrrolidin-3-yl)carbamoyl)-4-fluoropyrrolidine-1-carboxylate